[Si](C)(C)(C(C)(C)C)OC=1C=C2C=C(N(C2=CC1)C(=O)OC(C)(C)C)C=1C(=NC(=CC1)N1C[C@H](CCC1)OC)[N+](=O)[O-] t-butyl 5-[(t-butyldimethylsilyl)oxy]-2-{6-[(3S)-3-methoxypiperidin-1-yl]-2-nitropyridin-3-yl}-1H-indole-1-carboxylate